FC(C=1C(=NC(=CC1)N1C=NC2=C1C=C(C=C2)NC=2N=NC(=CC2)C)N2N=C(C=C2C)C#N)F 1-[3-(difluoromethyl)-6-[6-[(6-methylpyridazin-3-yl)amino]benzimidazol-1-yl]-2-pyridyl]-5-methyl-pyrazole-3-carbonitrile